[O].CC=CCC 2-pentene oxygen